CCCCCCCCCC=CCCCCCC 10-Heptadecen